[K+].CC(C(CS(=O)(=O)[O-])=O)(C)C 3,3-dimethyl-2-oxobutanesulfonic acid potassium salt